3-(trans-4-azidocyclohexyl)-4-methyl-5-{[3-(propan-2-yl)phenoxy]methyl}-4H-1,2,4-triazole N(=[N+]=[N-])[C@@H]1CC[C@H](CC1)C1=NN=C(N1C)COC1=CC(=CC=C1)C(C)C